[Si](C)(C)(C(C)(C)C)OCCCCCC(=O)C1C(OCCCC1)=O 3-(6-((tert-butyldimethylsilyl)oxy)hexanoyl)oxepan-2-one